C1=NC=CN2C=CC3=CC=CC1=C23 [1,4]diazepino[6,7,1-hi]indol